4-(2-{5-[(3R,5R)-3-amino-5-fluoropiperidine-1-carbonyl]-7-methoxy-1-methyl-1H-1,3-benzodiazol-2-yl}-1-(cyclopropylmethyl)-1H-pyrrolo[2,3-b]pyridin-6-yl)benzamide N[C@H]1CN(C[C@@H](C1)F)C(=O)C1=CC2=C(N(C(=N2)C2=CC=3C(=NC(=CC3)C3=CC=C(C(=O)N)C=C3)N2CC2CC2)C)C(=C1)OC